N'-[5-bromo-2-[4-(trifluoromethoxy)phenyl]-1,2,4-triazol-3-yl]-N,N-dimethylformamidine BrC=1N=C(N(N1)C1=CC=C(C=C1)OC(F)(F)F)N=CN(C)C